1,1-bis(5-tert-butyl-4-hydroxy-2-methyl-phenyl)butane C(C)(C)(C)C=1C(=CC(=C(C1)C(CCC)C1=C(C=C(C(=C1)C(C)(C)C)O)C)C)O